BrC=1C=C2C3(C(N(C2=C(C1)C)C)=O)CCC1(CC3)OCCO1 5''-bromo-1'',7''-dimethyldispiro[1,3-dioxolane-2,1'-cyclohexane-4',3''-indole]-2''-one